FC=1C=C(C=CC1F)CNC(=O)C1=CC=C(S1)C1=C(C(=NC(=C1C=1OC(=NN1)C)CC)CC(C)C)C(=O)N 4-[5-[(3,4-difluorophenyl)methylcarbamoyl]-2-thienyl]-6-ethyl-2-isobutyl-5-(5-methyl-1,3,4-oxadiazol-2-yl)pyridine-3-carboxamide